ClC1=CC=CC2=C1NC(=N2)C(=O)N2CC1=C(CC2C)N=C(S1)C (7-Chloro-1H-benzo[d]imidazol-2-yl)(2,6-dimethyl-6,7-dihydrothiazolo[5,4-c]pyridin-5(4H)-yl)methanone